CN(C)CC1=CC(=NC=C1)NC=1SC2=NC(=CC=C2N1)C=1C=NNC1C N-(4-((dimethylamino)-methyl)pyridin-2-yl)-5-(5-methyl-1H-pyrazol-4-yl)thiazolo[5,4-b]-pyridin-2-amine